diazo-isobenzofuran-1-one [N+](=[N-])=C1OC(C2=CC=CC=C12)=O